C(CCC)N(C(CN1N=CC(=C1)C1=C(C=CC=C1)C1OC(C(C1)=C)=O)=O)CCCC N,N-dibutyl-2-(4-(2-(4-methylene-5-oxotetrahydrofuran-2-yl)phenyl)-1H-pyrazol-1-yl)acetamide